N-(2-isopropoxyethyl)-5-(3-methylimidazo[1,2-a]pyrimidin-6-yl)pyrrolo[2,1-f][1,2,4]triazin-2-amine C(C)(C)OCCNC1=NN2C(C=N1)=C(C=C2)C=2C=NC=1N(C2)C(=CN1)C